(4-chlorophenyl)-2-(4-((2-methoxybenzyl)oxy)cyclohexyl)-4-methyl-1H-imidazole ClC1=CC=C(C=C1)N1C(=NC(=C1)C)C1CCC(CC1)OCC1=C(C=CC=C1)OC